isostearyl palmitate (isostearyl palmitate) C(CCCCCCCCCCCCCCC(C)C)C(C(=O)O)CCCCCCCCCCCCCC.C(CCCCCCCCCCCCCCC)(=O)OCCCCCCCCCCCCCCCC(C)C